ClC=1C(=NC(=NC1)NC=1C(=C(C(=CC1OC)NCCN(C)C)N)C)C1=CN(C2=CC=CC=C12)C N4-[5-Chloro-4-(1-methylindol-3-yl)pyrimidin-2-yl]-N1-(2-dimethylaminoethyl)-5-methoxy-M-methylbenzene-1,2,4-triamine